ClC=1C(=NC(=NC1)NC1CCOCC1)C1=CC=C2CN(C(C2=C1)=O)CC(=O)N[C@H](CO)C1=CC=C(C=C1)C1CCN(CC1)C 2-(6-{5-chloro-2-[(oxan-4-yl)amino]pyrimidin-4-yl}-1-oxo-2,3-dihydro-1H-isoindol-2-yl)-N-[(1S)-2-hydroxy-1-[4-(1-methylpiperidin-4-yl)phenyl]ethyl]acetamide